methyl-2-(2-hydroxy-5-methoxyphenyl)-2-methylpropanoic acid CCC(C(=O)O)(C)C1=C(C=CC(=C1)OC)O